2-((2-(ethylamino)-3,5-difluorophenyl)amino)-5-fluoropyridine C(C)NC1=C(C=C(C=C1F)F)NC1=NC=C(C=C1)F